[(1S,2S)-2-[4-fluoro-2-(trifluoromethyl)phenyl]-1-methyl-propyl] (2S)-2-[(3-acetoxy-4-methoxy-pyridine-2-carbonyl)amino]propanoate C(C)(=O)OC=1C(=NC=CC1OC)C(=O)N[C@H](C(=O)O[C@H]([C@@H](C)C1=C(C=C(C=C1)F)C(F)(F)F)C)C